C(C)(C)(C)NC(=O)N1CCC(CC1)NC([C@H](CC1=CC=CC=C1)NC(C1=CC=C(C=C1)F)=O)=O (S)-N-(tert-butyl)-4-(2-(4-fluorobenzamido)-3-phenylpropionamido)piperidine-1-carboxamide